FC=1C=C(C(=NC1)O)N1[C@H]([C@H](CC1)NS(=O)(=O)C)CO[C@@H]1CC[C@@H](CC1)C1=CC=CC=C1 N-((2R,3S)-1-(5-fluoro-2-hydroxypyridin-3-yl)-2-((((CIS)-4-phenylcyclohexyl)oxy)methyl)pyrrolidin-3-yl)methanesulfonamide